(1S,3R)-3-((2-(2,6-dioxopiperidin-3-yl)-1-oxoisoindolin-4-yl)(3-(tetrahydro-2H-pyran-4-yl)propyl)amino)cyclopentane-carboxamide O=C1NC(CCC1N1C(C2=CC=CC(=C2C1)N([C@H]1C[C@H](CC1)C(=O)N)CCCC1CCOCC1)=O)=O